1,7-dimethyl-1,5-dihydro-4H-imidazo[4,5-d]pyridazin-4-one CN1C=NC2=C1C(=NNC2=O)C